N-[6,8-dimethyl-[1,2,4]triazolo[1,5-a]pyrazin-2-yl]-3-fluoro-5-(piperidin-4-yl)thiophene-2-carboxamide CC=1N=C(C=2N(C1)N=C(N2)NC(=O)C=2SC(=CC2F)C2CCNCC2)C